C[SiH](C1=CC=C(C=C1)SC)C1=CC=C(C=C1)SC methylbis(4-methylthiophenyl)silane